(racemic)-1-([1,1'-biphenyl]-4-ylmethyl)-N-(6-(cyanomethyl)spiro[3.3]heptan-2-yl)-4-fluoro-1H-indole-7-carboxamide C1(=CC=C(C=C1)CN1C=CC2=C(C=CC(=C12)C(=O)NC1CC2(C1)CC(C2)CC#N)F)C2=CC=CC=C2